FC1CN(CC1)C1=NC=CC=C1C=1OC(=NN1)CCC(C)C 2-(3-fluoropyrrolidin-1-yl)-3-(5-isopentyl-1,3,4-oxadiazol-2-yl)pyridine